FC1=CC=C2C(=C(NC2=C1C=1C(=NN(C1C)C)CO)C(=O)OCC)CCCOC1=CC=CC2=CC=CC=C12 (rac)-ethyl 6-fluoro-7-[3-(hydroxymethyl)-1,5-dimethyl-1H-pyrazol-4-yl]-3-[3-(naphthalen-1-yloxy)propyl]-1H-indole-2-carboxylate